2-(N-(2-Bromo-3-fluorobenzyl)pivalamido)acetic Acid BrC1=C(CN(C(C(C)(C)C)=O)CC(=O)O)C=CC=C1F